COC([C@@H](N)CCCNC(N)=N)=O Arginine-methyl ester